ClC1=C(N=C2C(=N1)C=NC=C2)N2CC(N(CC2)CC2=C(C=C(C=C2)F)F)COC chloro-2-(4-(2,4-difluorobenzyl)-3-(methoxymethyl)piperazin-1-yl)pyrido[3,4-b]pyrazine